ClC1=CC=C(C(=O)N\N=C\C2(C(N3C(CC3S2(=O)=O)=O)C(=O)O)C)C=C1 3-((e)-(2-(4-chlorobenzoyl)hydrazono)methyl)-3-methyl-7-oxo-4-thia-1-azabicyclo[3.2.0]heptane-2-carboxylic acid 4,4-dioxide